2-[[(2-carboxyethyl)sulfanylthiocarbonyl]-sulfanyl]propionic acid C(=O)(O)CCSC(=S)SC(C(=O)O)C